2-AMINO-5-HYDROXYBENZALDEHYDE NC1=C(C=O)C=C(C=C1)O